NC1=NC=C(C2=C1C(=C(N2C)C2=CC=C(C=C2)NC(C=C)=O)C2=CC1=C(S2)C=CC=C1)C#N N-(4-(4-amino-3-(benzo[b]thiophen-2-yl)-7-cyano-1-methyl-1H-pyrrolo[3,2-c]pyridin-2-yl)phenyl)acrylamide